N[C@H](C(=O)N1[C@@H]2CN([C@H](C1)C2)C2CC2)CC2=CC(=C(C=C2)OC2=C1C(=NC=C2)NC=C1C)F (S)-2-amino-1-((1S,4S)-5-cyclopropyl-2,5-diazabicyclo[2.2.1]heptan-2-yl)-3-(3-fluoro-4-((3-methyl-1H-pyrrolo[2,3-b]pyridin-4-yl)oxy)phenyl)propan-1-one